tert-butyl (4-((5-(1,6-dimethyl-1H-pyrazolo[3,4-b]pyridin-4-yl)-3-methyl-4,5,6,7-tetrahydro-1H-pyrazolo[4,3-c]pyridin-1-yl)methyl)bicyclo[2.2.1]heptan-1-yl)carbamate CN1N=CC=2C1=NC(=CC2N2CC1=C(CC2)N(N=C1C)CC12CCC(CC1)(C2)NC(OC(C)(C)C)=O)C